FC(OC=1C=C(C=CC1F)CNC(=O)NC12CC(C1)(C2)C(F)(F)F)F 1-[[3-(difluoromethoxy)-4-fluorophenyl]methyl]-3-[3-(trifluoromethyl)-1-bicyclo[1.1.1]pentanyl]urea